C(CCC)C=1C(=C(C=CC1)OC)O butylhydroxy-anisole